(S)-2,5-bis((2R,3S)-2-((E)-4,8-dimethylnona-3,7-dien-1-yl)-3-hydroxy-5-((isopropylcarbamoyl)oxy)-2-methyl-7-oxo-3,4,7,9-tetrahydropyrano[2,3-e]isoindol-8(2H)-yl)pentanoic acid C\C(=C/CC[C@@]1([C@H](CC=2C(=C3CN(C(C3=CC2OC(NC(C)C)=O)=O)[C@H](C(=O)O)CCCN2C(C3=CC(=C4C(=C3C2)O[C@@]([C@H](C4)O)(CC\C=C(\CCC=C(C)C)/C)C)OC(NC(C)C)=O)=O)O1)O)C)\CCC=C(C)C